tert-butyl 6-[[(2R,3S,5R)-5-(6-amino-2-fluoro-purin-9-yl)-2-ethynyl-3-hydroxy-tetrahydrofuran-2-yl]methoxycarbonyloxy]hexanoate NC1=C2N=CN(C2=NC(=N1)F)[C@H]1C[C@@H]([C@@](O1)(C#C)COC(=O)OCCCCCC(=O)OC(C)(C)C)O